tert-butyl-6-chloro-7-methoxy-4-(1-methyl-3-phenyl-1H-pyrazol-4-yl)pyrido[3,2-d]pyrimidine C(C)(C)(C)C=1N=C(C2=C(N1)C=C(C(=N2)Cl)OC)C=2C(=NN(C2)C)C2=CC=CC=C2